NCC(=O)[O-].NCC(=O)[O-].[Fe+2] IRON BIS-GLYCINATE